N[C@@H](CN1C(N(C(=C(C1=O)C1=C(C(=CC=C1)OC)F)C)CC1=C(C=CC=C1C(F)(F)F)F)=O)C1=CC=CC=C1 (R)-3-(2-amino-2-phenyl-ethyl)-5-(2-fluoro-3-methoxy-phenyl)-1-(2-fluoro-6-trifluoromethyl-benzyl)-6-methyl-1H-pyrimidine-2,4-dione